methyl 2-hydroxy-3-methyl-butanoate OC(C(=O)OC)C(C)C